NC=1C=C(C=CC1)C=1C=C2C(=NC1)NC=C2C=2C=C(C=CC2)NC(=O)NC2=C(C=CC(=C2)C(F)(F)F)F 1-[3-[5-(3-aminophenyl)-1H-pyrrolo[2,3-b]pyridin-3-yl]phenyl]-3-[2-fluoro-5-(trifluoromethyl)phenyl]urea